sodium 1,2-dihydroxyl-3-propanesulfonate OCC(CS(=O)(=O)[O-])O.[Na+]